CC1=C(C(=CC=C1)C)C1=NC(=NC(=C1)CC[C@@H](CC(C)C)NCC1=NC=CC(=N1)N(C)C(C)C)NS(=O)(=O)C=1C=C(C(=O)O)C=CC1 3-[[4-(2,6-dimethylphenyl)-6-[(3s)-3-[[4-[isopropyl(methyl)amino]pyrimidin-2-yl]methylamino]-5-methyl-hexyl]pyrimidin-2-yl]sulfamoyl]benzoic acid